ethyl 5-oxo-4,5-dihydro-1,2,4-oxadiazole-3-carboxylate O=C1NC(=NO1)C(=O)OCC